ClC1=CC(=C(C=C1)C1OC2=C(OC1)C=CC=C2C=2CCN(CC2)C(=O)OC(C)(C)C)OC t-butyl 4-(3-(4-chloro-2-methoxyphenyl)-2,3-dihydrobenzo[b][1,4]dioxin-5-yl)-3,6-dihydropyridine-1(2H)-carboxylate